NC1=NN2C(C=C(C=C2)C2=NC=C(C(=N2)C(=O)N[C@H](C)C2=C(C=CC(=C2)C(F)(F)F)F)C)=N1 (R)-2-(2-amino-[1,2,4]triazolo[1,5-a]pyridin-7-yl)-N-(1-(2-fluoro-5-(trifluoromethyl)phenyl)ethyl)-5-methylpyrimidine-4-carboxamide